[U].[Nb] columbium uranium